2-(methoxymethyl)pyridine COCC1=NC=CC=C1